NC1CCN(CC1)C1=CC(=C(C(=N1)C1=CC(=C(C#N)C=C1)F)C1=CC(=C(C#N)C=C1)F)O 4,4'-(6-(4-aminopiperidin-1-yl)-4-hydroxypyridine-2,3-diyl)bis(2-fluoro-benzonitrile)